N-Phenylnaphthalen-1-amine C1(=CC=CC=C1)NC1=CC=CC2=CC=CC=C12